OC1=CC=C(C=C1)[C@H](C(C)(C)C)NC(OC(C)(C)C)=O tert-butyl (S)-(1-(4-hydroxyphenyl)-2,2-dimethylpropyl)carbamate